4-cyclohexyl-2,2-dimethylpiperazine-1-carboxylic acid tert-butyl ester C(C)(C)(C)OC(=O)N1C(CN(CC1)C1CCCCC1)(C)C